FC1=C(OC2=C(C=C(C=C2)CCNS(=O)=O)C2=CN(C(C(=C2OC)I)=O)C)C=CC(=C1)F N-(4-(2,4-difluorophenoxy)-3-(5-iodo-4-methoxy-1-methyl-6-oxo-1,6-dihydropyridine-3-yl)phenyl)ethylsulfonamide